C1(CC1)[C@@H](C)NCCCCCCCSC1=C2CN(C(C2=CC=C1)=O)C1C(NC(CC1)=O)=O 3-(4-((7-(((R)-1-cyclopropylethyl)amino)heptyl)thio)-1-oxoisoindolin-2-yl)piperidine-2,6-dione